dimethyl-2-(4-methoxyphenyl)ethylamine maleate C(\C=C/C(=O)O)(=O)O.CN(CCC1=CC=C(C=C1)OC)C